(5S)-5-aminocyclopenta[b]pyridin NC1=CC=C2NC=CC=C21